CN(C1(CCC2(CN(C(N2CCO)=O)CC2=CC=C(C=C2)OC)CC1)C1=CC=CC=C1)C cis-8-dimethylamino-1-(2-hydroxy-ethyl)-3-[(4-methoxyphenyl)-methyl]-8-phenyl-1,3-diazaspiro[4.5]decan-2-one